4-(benzylamino)-2-oxo-bicyclo[2.2.2]octane-1-carboxylic acid C(C1=CC=CC=C1)NC12CC(C(CC1)(CC2)C(=O)O)=O